FC1=CC(=C2C=CNC2=C1)N1C(C2=CC(=C(C=C2C(=C1)C(=O)N1CCCCC1)OC)OC)=O 2-(6-fluoro-1H-indol-4-yl)-4-(piperidine-1-carbonyl)-6,7-dimethoxy-1,2-dihydroisoquinolin-1-one